5-(3-(2-(pyrazin-2-yl)ethynyl)phenoxy)-1H-1,2,3-triazole-4-carboxylic acid N1=C(C=NC=C1)C#CC=1C=C(OC2=C(N=NN2)C(=O)O)C=CC1